4,4'-dimethyl-6,6'-diaminobiphenyl CC1=CC=C(C(=C1)N)C1=CC=C(C=C1N)C